N-[2-(3,3-difluoropyrrolidin-1-yl)-4-(2-fluoro-phenyl)-3-pyridyl]-2-(3-methoxyazetidin-1-yl)-pyrimidine-5-carboxamide FC1(CN(CC1)C1=NC=CC(=C1NC(=O)C=1C=NC(=NC1)N1CC(C1)OC)C1=C(C=CC=C1)F)F